isobutylidene-bis-(4,6-dimethyl-phenol) C(C(C)C)(C1=C(C(=CC(=C1)C)C)O)C1=C(C(=CC(=C1)C)C)O